rel-(R)-2-(4-((4-(cyclopropyl(4-(trifluoromethyl)benzyl)amino)-7H-pyrrolo[2,3-d]pyrimidin-7-yl)methyl)-3,3-difluoropiperidin-1-yl)acetamide C1(CC1)N(C=1C2=C(N=CN1)N(C=C2)C[C@@H]2C(CN(CC2)CC(=O)N)(F)F)CC2=CC=C(C=C2)C(F)(F)F |o1:14|